(8-Carbamoyl-5-(3-fluoro-2-methylphenyl)-2,3,4,9-tetrahydro-1H-carbazol-3-yl)carbamic acid tert-butyl ester C(C)(C)(C)OC(NC1CCC=2NC3=C(C=CC(=C3C2C1)C1=C(C(=CC=C1)F)C)C(N)=O)=O